C(C)N(CCNC(=O)O[C@H](CCC(=O)OCC1=CC=CC=C1)CCCCCCCC)C benzyl (S)-4-(((2-(ethyl(methyl)amino)ethyl)carbamoyl)oxy)dodecanoate